FC1=CC=C2C(CN(C2=C1)C(=O)N1[C@H](C[C@](CC1)(C(=O)O)C1=CC=C(C=C1)F)C)C1CCC(CC1)OC(C)C (2S,4S)-1-(6-fluoro-3-((1r,4S)-4-isopropoxycyclohexyl)indoline-1-carbonyl)-4-(4-fluorophenyl)-2-methylpiperidine-4-carboxylic acid